4-(5-(3-((tert-butyldimethylsilyl)oxy)piperidin-1-yl)-6-nitrothiazolo[4,5-b]pyridin-2-yl)morpholine [Si](C)(C)(C(C)(C)C)OC1CN(CCC1)C1=C(C=C2C(=N1)N=C(S2)N2CCOCC2)[N+](=O)[O-]